Cyclopentyl α-hydroxyisobutyrate OC(C(=O)OC1CCCC1)(C)C